C1(=CC=CC=C1)[C@@H](C)N |r| racemic-1-phenylethan-1-amine